1-(6-(trifluoromethoxy)pyridin-2-yl)cyclopropane-1-carboxylic acid FC(OC1=CC=CC(=N1)C1(CC1)C(=O)O)(F)F